(S)-1-(4-methyl-3-(methylsulfonyl)benzoyl)-N-(4-(3-(pyridin-4-yl)phenyl)thiazol-2-yl)azetidine-2-carboxamide CC1=C(C=C(C(=O)N2[C@@H](CC2)C(=O)NC=2SC=C(N2)C2=CC(=CC=C2)C2=CC=NC=C2)C=C1)S(=O)(=O)C